CC(COCCCNCCCN1CCCC1)CCC N-(3-(2-methylpent-1-yloxy)propyl)-3-(pyrrolidinyl)propan-1-amine